4-guanidino-2-aminobutyric acid N(C(=N)N)CCC(C(=O)O)N